t-butyl 5-[(6-chloro-3-{[(5-methanesulfonyl-1H-1,3-benzodiazol-2-yl)methyl] amino}-1,2,4-triazin-5-yl)carbamoyl]naphthalene-1-carboxylate ClC1=C(N=C(N=N1)NCC1=NC2=C(N1)C=CC(=C2)S(=O)(=O)C)NC(=O)C2=C1C=CC=C(C1=CC=C2)C(=O)OC(C)(C)C